CN(C1=CC(=NC=C1)N(C(OC(C)(C)C)=O)CC=1C=CC=2N(C1)C=C(N2)CN2C(C1=CN=CC(=C1C=C2)C2=CC=CC=C2)=O)C tert-butyl N-[4-(dimethylamino)pyridin-2-yl]-N-({2-[(1-oxo-5-phenyl-1,2-dihydro-2,7-naphthyridin-2-yl)methyl]imidazo[1,2-a]pyridin-6-yl}methyl)carbamate